Cl.BrC=1C(=CC(=NC1)C=1C=NC(=NC1)C(F)(F)F)CN [5-bromo-2-[2-(trifluoromethyl)pyrimidin-5-yl]pyridin-4-yl]methanamine hydrochloride salt